Ethyl 7-chloro-1H-pyrrolo[2,3-c]pyridine-2-carboxylate ClC=1N=CC=C2C1NC(=C2)C(=O)OCC